1-(4-cyano-3-(trifluoromethyl)phenyl)-N-(5-(4-(6-((2-(2,6-dioxopiperidin-3-yl)-1,3-dioxoisoindolin-5-yl)amino)hexanoyl)piperazin-1-yl)pyridin-2-yl)piperidine-4-carboxamide C(#N)C1=C(C=C(C=C1)N1CCC(CC1)C(=O)NC1=NC=C(C=C1)N1CCN(CC1)C(CCCCCNC=1C=C2C(N(C(C2=CC1)=O)C1C(NC(CC1)=O)=O)=O)=O)C(F)(F)F